BrC1=CC=CC=2NC(COC21)=O 8-bromo-4H-1,4-benzoxazin-3-one